dimethylsilanediylbis(2-propyl-4-phenylindenyl)zirconium C[Si](=[Zr](C1C(=CC2=C(C=CC=C12)C1=CC=CC=C1)CCC)C1C(=CC2=C(C=CC=C12)C1=CC=CC=C1)CCC)C